acrylamido-6-hydroxymethylphenylboronic acid C(C=C)(=O)NC1=C(C(=CC=C1)CO)B(O)O